6-cyclobutoxy-2-(tetrahydro-2H-pyran-3-yl)-2H-pyrazolo[3,4-b]pyridine-5-carboxylic acid C1(CCC1)OC=1C(=CC=2C(N1)=NN(C2)C2COCCC2)C(=O)O